C(C)(=O)N1CCC(CC1)NCC=1C=CC(=NC1OC)C1=C(C(=NC=C1)C=1C(=C(C=CC1)NC(C1=NC=C(C(=C1)OC)CN1C[C@H](CC1)O)=O)Cl)Cl (S)-N-(3-(5-(((1-acetylpiperidin-4-yl)amino)methyl)-3'-chloro-6-methoxy-[2,4'-bipyridin]-2'-yl)-2-chlorophenyl)-5-((3-hydroxypyrrolidin-1-yl)methyl)-4-methoxypicolinamide